FC1=CC=C(C=C1)[C@@H](C([2H])([2H])O)NC1=CC(=NC=C1C1=NC(=NO1)C12CCN(CC1)CC2)NC2=CC=C1C(=N2)CN(C1=O)C (S)-2-((4-((1-(4-fluorophenyl)-2-hydroxyethyl-2,2-d2)amino)-5-(3-(quinuclidin-4-yl)-1,2,4-oxadiazol-5-yl)pyridin-2-yl)amino)-6-methyl-6,7-dihydro-5H-pyrrolo[3,4-b]pyridin-5-one